C(CCCC)=O pentanaldehyde